3-(9-((5-(aminomethyl)-3-methylpyridin-2-yl)carbamoyl)-4,5-dihydrobenzo[b]thieno[2,3-d]oxepin-8-yl)-6-(propylcarbamoyl)picolinic acid NCC=1C=C(C(=NC1)NC(=O)C1=CC2=C(OCCC3=C2SC=C3)C=C1C=1C(=NC(=CC1)C(NCCC)=O)C(=O)O)C